3-[6-[(4-methoxyphenyl)methyl]-7-oxo-1H-pyrrolo[2,3-c]pyridin-4-yl]-N,N-dimethylbenzamide COC1=CC=C(C=C1)CN1C(C2=C(C(=C1)C=1C=C(C(=O)N(C)C)C=CC1)C=CN2)=O